N1(CCCCC1)CC1=CC=2C(=NC=CC2C=2C=C3C(=NNC3=CC2)N)N1 5-(2-(piperidin-1-ylmethyl)-1H-pyrrolo[2,3-b]pyridin-4-yl)-1H-indazol-3-amine